5-(4-fluoro-3-methoxy-phenyl)-1-methyl-pyrazol FC1=C(C=C(C=C1)C1=CC=NN1C)OC